acrylamido-N-((4-ethyl-6-methyl-2-oxo-1,2-dihydropyridin-3-yl)methyl)-4-methyl-4'-(morpholinomethyl)-[1,1'-biphenyl]-3-carboxamide C(C=C)(=O)NC1=C(C=CC(=C1C(=O)NCC=1C(NC(=CC1CC)C)=O)C)C1=CC=C(C=C1)CN1CCOCC1